1-ethyl-2,3-dimethyl-4,5-dihydroimidazolium phthalate C(C=1C(C(=O)[O-])=CC=CC1)(=O)[O-].C(C)N1C(=[N+](CC1)C)C.C(C)N1C(=[N+](CC1)C)C